(R,E)-N'-((4-chlorophenyl)sulfonyl)-3-(4-fluorophenyl)-4-phenyl-N-(2-(sulfamoylamino)ethyl)-4,5-dihydro-1H-pyrazole-1-carboximidamide ClC1=CC=C(C=C1)S(=O)(=O)\N=C(/NCCNS(N)(=O)=O)\N1N=C([C@@H](C1)C1=CC=CC=C1)C1=CC=C(C=C1)F